6-(3,4-Dimethoxyphenyl)pyrazolo[1,5-a]Pyrimidine-2-carboxylic acid COC=1C=C(C=CC1OC)C=1C=NC=2N(C1)N=C(C2)C(=O)O